N1C=NC=C1C=1N=C2C(N(C(=NN2C1)NCCC1OCCC1)C(C)C)=O 1H-imidazol-5-yl-3-isopropyl-2-((2-(tetrahydrofuran-2-yl)ethyl)amino)imidazo[2,1-f][1,2,4]triazin-4(3H)-one